5-((1-(tert-butoxycarbonyl)azetidin-3-yl)oxy)-6-(trifluoromethyl)nicotinic acid C(C)(C)(C)OC(=O)N1CC(C1)OC=1C(=NC=C(C(=O)O)C1)C(F)(F)F